2-(2-(trifluoromethyl)pyridin-4-yl)-2,8-diazaspiro[4.5]decane FC(C1=NC=CC(=C1)N1CC2(CC1)CCNCC2)(F)F